C(C)(C)(C)OC(=O)N[C@@H](CCOC(C)C)C(=O)O N-(tert-Butoxycarbonyl)-O-isopropyl-L-homoserine